Cl.CN(C)CCCN=C=NCC 1-(dimethylaminopropyl)-3-ethylcarbodiimide hydrochloride